3-phenyloxetan-3-amine hydrochloride Cl.C1(=CC=CC=C1)C1(COC1)N